N-[4-(3-cyanophenyl)-5-(2,6-dimethyl-4-pyridinyl)thiazol-2-yl]-3-methyl-2,4-dioxo-1,3,8-triazaspiro[4.5]decane-8-carboxamide C(#N)C=1C=C(C=CC1)C=1N=C(SC1C1=CC(=NC(=C1)C)C)NC(=O)N1CCC2(C(N(C(N2)=O)C)=O)CC1